ClC1=CC=C(C(=C1C1CC(C(C(C1)=O)=CNCCN(C)C)=O)F)F 5-(6-chloro-2,3-difluorophenyl)-2-(((2-(dimethylamino)ethyl)amino)methylene)cyclohexane-1,3-dione